tetramethyl-cyclotetrasiloxane tert-butyl-(2S,4r)-2-(((S)-(5-(3,3-difluorocyclobutyl)-6-fluoropyridin-2-yl)(phenyl)methyl)carbamoyl)-4-fluoropyrrolidine-1-carboxylate C(C)(C)(C)OC(=O)N1[C@@H](C[C@H](C1)F)C(N[C@@H](C1=CC=CC=C1)C1=NC(=C(C=C1)C1CC(C1)(F)F)F)=O.C[SiH]1O[SiH](O[SiH](O[SiH](O1)C)C)C